[1-(2-Chloro-6-fluorophenyl)-piperidin-4-yl]-{1-[1-cyclopropyl-3-(2-cyclopropyl-benzylamino)-1H-pyrazol-4-yl]-ethyl}-amine ClC1=C(C(=CC=C1)F)N1CCC(CC1)NC(C)C=1C(=NN(C1)C1CC1)NCC1=C(C=CC=C1)C1CC1